2-(4-(trifluoromethyl)phenyl)-1,2,3,4-tetrahydropyridine FC(C1=CC=C(C=C1)C1NC=CCC1)(F)F